C(C)S(=O)(=O)N1CC(C1)(N1N=CC(=C1)C=1C2=C(N=CN1)N(C=C2)C([C@@H](C)C2=CC=C(C=C2)CC(C)C)=O)CC#N (S)-2-(1-(ethylsulfonyl)-3-(4-(7-(2-(4-isobutylphenyl)propionyl)-7H-pyrrolo[2,3-d]pyrimidin-4-yl)-1H-pyrazol-1-yl)azetidin-3-yl)acetonitrile